BrC=1C(=C2C(NC=NC2=CC1)=O)C 6-Bromo-5-methylquinazolin-4(3H)-one